NC1=CC(=C(C=C1)O)CN1CCCC1 4-amino-2-(pyrrolidine-1-ylmethyl)phenol